7-chloro-1-(3-hydroxyphenyl)-4-(methylamino)-3,4-dihydroquinazolin-2(1H)-one ClC1=CC=C2C(NC(N(C2=C1)C1=CC(=CC=C1)O)=O)NC